5-chloro-2-(piperazin-1-yl)pyrimidine ClC=1C=NC(=NC1)N1CCNCC1